C1=CC=CC=2C3=CC=CC=C3C(C12)COC(=O)N[C@H](C(=O)O)CN1CC2=CC=CC=C2CC1 (S)-2-((((9H-fluoren-9-yl)methoxy)carbonyl)amino)-3-(3,4-dihydroisoquinolin-2(1H)-yl)propanoic acid